COC1=NC2=CC(=CC(=C2C=C1)C)C(=O)N (E)-2-methoxy-5-methyl-quinoline-7-carboxamide